BrC1=C(C=C2C=NN(C2=C1F)C(C(C)(C)C)=O)NC1=CC(=C(C=C1)F)F 1-(6-Bromo-5-((3,4-difluorophenyl)amino)-7-fluoro-1H-indazol-1-yl)-2,2-dimethylpropan-1-one